(3-((6-(2-(aminomethyl)-4-chlorophenyl)-2-methylpyridin-3-yl)oxy)cyclohexyl)phosphonic acid diethyl ester C(C)OP(OCC)(=O)C1CC(CCC1)OC=1C(=NC(=CC1)C1=C(C=C(C=C1)Cl)CN)C